3-(7-(aminomethyl)-1-oxoisoquinolin-2(1H)-yl)piperidine-2,6-dione hydrochloride Cl.NCC1=CC=C2C=CN(C(C2=C1)=O)C1C(NC(CC1)=O)=O